C1(CC1)C1=NN(C(=C1)C(=O)N1CC2=C(C=C(C=C2CC1)C=1C=C2C(=NC1)NC=C2C)[C@@H]2CCCN2)C (S)-(3-cyclopropyl-1-methyl-1H-pyrazol-5-yl)-[6-(3-methyl-1H-pyrrolo[2,3-b]pyridin-5-yl)-8-[pyrrolidin-5-yl]-3,4-dihydroisoquinolin-2(1H)-yl]methanone